ClC=1C=C(NC2(CCC3(C(CC4=CC=CC=C34)CCCOC3=CC=NC=C3)CC2)C(=O)O)C=CC1 (1r,4r)-4-(3-chloroanilino)-2'-{3-[(pyridin-4-yl)oxy]propyl}-2',3'-dihydrospiro[cyclohexane-1,1'-indene]-4-carboxylic acid